C1=CC=NC=2C=CC3=C(C12)C1=C(S3)CN(C=CN1C(=O)[O-])C(=O)[O-] [1,4]diazepino[5',6':4,5]thieno[3,2-f]quinoline-9,12-dicarboxylate